tert-butyl (S)-3-amino-6-((tert-butoxycarbonyl)(methyl)amino)hexanoate N[C@H](CC(=O)OC(C)(C)C)CCCN(C)C(=O)OC(C)(C)C